C(C)C(=C)C(CC)C 2-ethyl-3-methyl-pent-1-ene